O=S1(CC=2N=C(N=CC2C1)C=1C=C2C=CN(C(C2=CC1F)=O)CCC[C@H](C)NC=1C=NNC(C1C(F)(F)F)=O)=O (S)-6-(6,6-dioxido-5,7-dihydrothieno[3,4-d]pyrimidin-2-yl)-7-fluoro-2-(4-((6-oxo-5-(trifluoromethyl)-1,6-dihydropyridazin-4-yl)amino)pentyl)isoquinolin-1(2H)-one